5-(2,2-difluoroethyl)-4-methoxy-N,N-bis[(4-methoxyphenyl)methyl]pyrimidin-2-amine FC(CC=1C(=NC(=NC1)N(CC1=CC=C(C=C1)OC)CC1=CC=C(C=C1)OC)OC)F